(E)-3-(3-bromo-1-(3-chloro-2-pyridinyl)-1H-pyrazol-5-yl)-2-cyanoacrylate BrC1=NN(C(=C1)/C=C(/C(=O)[O-])\C#N)C1=NC=CC=C1Cl